C(C)(C)(C)OC(=O)N1CC=2C(=CC=NC2CC1)Br 4-bromo-7,8-dihydro-1,6-naphthyridine-6(5H)-carboxylic acid tert-butyl ester